4-Chloro-2-(6-(difluoromethoxy)pyridin-3-yl)-N-((R)-2-(((S)-5,11-dioxo-2,3,10,11-tetrahydro-1H,5H-benzo[d]pyrazolo[1,2-a][1,2]diazepin-10-yl)carbamoyl)butyl)thiazole-5-carboxamide ClC=1N=C(SC1C(=O)NC[C@@H](CC)C(N[C@H]1C2=C(C(N3N(C1=O)CCC3)=O)C=CC=C2)=O)C=2C=NC(=CC2)OC(F)F